1-hydroxy-4-methyl-6-(2,4,4-trimethylpentyl)-2(1H)-pyridinone monoethanolamine salt C(O)CN.ON1C(C=C(C=C1CC(CC(C)(C)C)C)C)=O